C[C@H]1N(C[C@H](N(C1)C1=NC=C(C=N1)C)C)C(=O)O[C@H](CC1=CNC(C(=C1)C(F)(F)F)=O)C (S)-1-(6-oxo-5-(trifluoromethyl)-1,6-dihydropyridin-3-yl)propan-2-yl (2R,5R)-2,5-dimethyl-4-(5-methylpyrimidin-2-yl)piperazine-1-carboxylate